ClC1=CC=C(S1)CNC1=C(C(=NN1C(=O)C1=COC(=C1)C)C1CN(CC1)C(C(C)(C)C)=O)C 1-[3-(5-{[(5-Chlorothiophen-2-yl)methyl]amino}-4-methyl-1-(5-methylfuran-3-carbonyl)-1H-pyrazol-3-yl)pyrrolidin-1-yl]-2,2-dimethylpropan-1-on